(R)-2-(3-((5-cyclopropyl-6-(2-(ethoxymethoxy)-4-ethynylphenyl)-1,2,4-triazin-3-yl)amino)piperidin-1-yl)ethan-1-ol C1(CC1)C=1N=C(N=NC1C1=C(C=C(C=C1)C#C)OCOCC)N[C@H]1CN(CCC1)CCO